NC1=CC(=C(C)C=C1)Cl 4-Amino-2-chlorotoluene